FC1=CC=C(C=C1)NC([C@@H](C)C12CC(C1)(C2)NC(=O)NC2=CC=C(C=C2)F)=O (S)-N-(4-fluorophenyl)-2-(3-(3-(4-fluorophenyl)ureido)bicyclo[1.1.1]pentan-1-yl)propanamide